6-chloro-7-(5,7-dihydro-6H-pyrrolo[3,4-b]pyridin-6-yl)-1-(1-methyl-piperidin-4-yl)-4-oxo-1,4-dihydro-quinoline-3-carboxylic acid ClC=1C=C2C(C(=CN(C2=CC1N1CC2=NC=CC=C2C1)C1CCN(CC1)C)C(=O)O)=O